COC=1C=C2C(=CNC2=CC1)C=1C=N[C@@H]([C@H](N1)C1=CC=CC=C1)C1=CC=CC=C1 (5R,6R)-3-(5-methoxy-1H-indol-3-yl)-5,6-diphenyl-5,6-dihydropyrazine